1-(4-fluorophenyl)-5-{[3-(hexahydropyridin-1-yl)propyl]oxy}-6-methyl-4,5-dihydro-1H-pyrazolo[3,4-d]pyrimidin-4-one FC1=CC=C(C=C1)N1N=CC2=C1N=C(N(C2=O)OCCCN2CCCCC2)C